C(CCCCCCCC)C1=C(C=CC=C1)OP([O-])[O-] mono(nonylphenyl)phosphite